5-Bromo-3-(5-(methoxymethyl)-1-methyl-1H-pyrazol-3-ylamino)-1-methylpyridin-2(1H)-one BrC=1C=C(C(N(C1)C)=O)NC1=NN(C(=C1)COC)C